4-((2-((3R,4S)-3-amino-4-phenylpyrrolidin-1-yl)-1H-benzo[d]imidazol-1-yl)methyl)benzonitrile N[C@H]1CN(C[C@@H]1C1=CC=CC=C1)C1=NC2=C(N1CC1=CC=C(C#N)C=C1)C=CC=C2